ClC1=C(C(=CC2=CC=CC=C12)[B])SC (4-chloro-3-(methylthio)naphthalen-2-yl)boron